BrC=1C=C(C(=NC1C#C)C(=O)OC)NC(=O)OC(C)(C)C methyl 5-bromo-3-(tert-butoxycarbonylamino)-6-ethynyl-pyridine-2-carboxylate